C(C)(C)(C)C1=CC=C(C=C1)NC1=CC=C(CN(C(=O)C2(CCNCC2)C)O)C=C1 N-(4-((4-(tert-butyl)phenyl)amino)benzyl)-N-hydroxy-4-methylpiperidine-4-carboxamide